N-methylsulfonylmethyl-sulfonylmaleimide CS(=O)(=O)CS(=O)(=O)N1C(C=CC1=O)=O